Cl.FC(C1=CC=C2C(=N1)OC[C@H]2N)(F)F (S)-6-(trifluoromethyl)-2,3-dihydrofuro[2,3-b]pyridin-3-amine hydrochloride